methyl methacrylate (4-vinylbenzyl methacrylate) C(=C)C1=CC=C(CC=C(C(=O)O)C)C=C1.C(C(=C)C)(=O)OC